9-chloro-15-oxa-7b-aza-15a-borabenzo[gh]indeno[1,2,3-de]benzanthracene-1,2,3,4,5,6,7,8,10,11,12,13,14-d13 ClC1=C(C=2C3=C(C(=C(C(=C3OB3C4=C5N(C(C23)=C1[2H])C1=C(C(=C(C(=C1C5=C(C(=C4[2H])[2H])[2H])[2H])[2H])[2H])[2H])[2H])[2H])[2H])[2H])[2H]